2-methyl-3-(4-(1-methylcyclopropyl)phenyl)propanal CC(C=O)CC1=CC=C(C=C1)C1(CC1)C